3-[2-amino-5-(2-cyclopropyl-6-methyl-4-pyridinyl)thiazol-4-yl]benzonitrile NC=1SC(=C(N1)C=1C=C(C#N)C=CC1)C1=CC(=NC(=C1)C)C1CC1